N-(4-fluorobenzyl)-5-phenyl-2-(pyridin-2-yl)thieno[2,3-d]pyrimidin-4-amine FC1=CC=C(CNC=2C3=C(N=C(N2)C2=NC=CC=C2)SC=C3C3=CC=CC=C3)C=C1